piperazine-1,4-dicarboxylic acid 1-(tert-butyl) ester 4-(5-carbamoylpyridin-3-yl) ester C(N)(=O)C=1C=C(C=NC1)OC(=O)N1CCN(CC1)C(=O)OC(C)(C)C